2-heptyl-3-hydroxy-4(1H)-quinolone C(CCCCCC)C=1NC2=CC=CC=C2C(C1O)=O